NC=1C(NC2=C3C=CC=NC3=C(C=C2C1C1=C2C=NNC2=C(C=C1)F)C1CCNCC1)=O 3-amino-4-(7-fluoro-1H-indazol-4-yl)-6-piperidin-4-yl-1H-1,7-phenanthrolin-2-one